N(N)C1=CC=C2C(=N1)CC1(CCN(CC1)C(=O)[O-])C2 2-hydrazino-5,7-dihydrospiro[cyclopenta[b]pyridine-6,4'-piperidine]-1'-carboxylate